NC12CN(C(C1)C2)C=2C1=CN(N=C1C(=CC2)C(=O)NC=2C=C(C=1N(C2)C=C(N1)C)F)C 4-{4-amino-2-azabicyclo[2.1.1]hexan-2-yl}-N-{8-fluoro-2-methylimidazo[1,2-a]pyridin-6-yl}-2-methylindazole-7-carboxamide